(±)-4-(3-Chloro-2-((E)-4-cyano-4-methylpent-1-en-1-yl)-4-(2-((2R)-2-hydroxy-7-azabicyclo[2.2.1]heptan-7-yl)acetyl)-5-methyl-1H-pyrrol-1-yl)benzonitrile ClC1=C(N(C(=C1C(CN1C2[C@@H](CC1CC2)O)=O)C)C2=CC=C(C#N)C=C2)\C=C\CC(C)(C)C#N